3-Methyl-5-oxo-4,5-dihydrothieno[3,2-c]isoquinoline-2-carboxylic acid methyl ester COC(=O)C1=C(C=2NC(C=3C=CC=CC3C2S1)=O)C